C[C@@H]1N(CCC1)CC1=CC=2C=NC(=CC2N1COCC[Si](C)(C)C)N 2-[[(2S)-2-methylpyrrolidin-1-yl]methyl]-1-[[2-(trimethylsilyl)ethoxy]methyl]pyrrolo[3,2-c]pyridin-6-amine